N=1C=CN2C1N(CCC2)C=2C=NC=1CCN(CC1C2)C2=NC=C(C#N)C=C2C 6-(3-(6,7-dihydroimidazo[1,2-a]pyrimidin-8(5H)-yl)-7,8-dihydro-1,6-naphthyridin-6(5H)-yl)-5-methylnicotinonitrile